(4-methylpiperazin-1-yl)(3-(2-((2-(piperidin-1-yl)quinazolin-4-yl)amino)ethoxy)phenyl)methanone CN1CCN(CC1)C(=O)C1=CC(=CC=C1)OCCNC1=NC(=NC2=CC=CC=C12)N1CCCCC1